triphenylcarbenium tetrakis(3,5-dimethylphenyl)borate CC=1C=C(C=C(C1)C)[B-](C1=CC(=CC(=C1)C)C)(C1=CC(=CC(=C1)C)C)C1=CC(=CC(=C1)C)C.C1(=CC=CC=C1)[C+](C1=CC=CC=C1)C1=CC=CC=C1